C(N)(=O)C1=C(C(=C(S1)NC(C(CC)C1=C(C=CC=C1)F)=O)C(=O)OC)C Methyl 5-carbamoyl-2-(2-(2-fluorophenyl)butanamido)-4-methylthiophene-3-carboxylate